(2-amino-6-(1H-pyrrolo[2,3-b]pyridin-3-yl)imidazo[1,2-a]pyridin-3-yl)((1S,2S)-2-fluorocyclopropyl)methanone NC=1N=C2N(C=C(C=C2)C2=CNC3=NC=CC=C32)C1C(=O)[C@H]1[C@H](C1)F